N1N=NC=C1C1CCN(CC1)C(CCCC=1SC(=NN1)NC1CC2=CC=CC=C2C1)=O 1-(4-(1H-1,2,3-triazol-5-yl)piperidin-1-yl)-4-(5-((2,3-dihydro-1H-inden-2-yl)amino)-1,3,4-thiadiazol-2-yl)butan-1-one